3-(2-hydroxy-propan-2-yl)benzoic acid OC(C)(C)C=1C=C(C(=O)O)C=CC1